(3S)-3-({N-[(4-methoxy-1H-indol-2-yl)carbonyl]-L-leucyl}amino)-2-oxo-4-[(3S)-2-oxopyrrolidin-3-yl]butyl acetate C(C)(=O)OCC([C@H](C[C@H]1C(NCC1)=O)NC([C@@H](NC(=O)C=1NC2=CC=CC(=C2C1)OC)CC(C)C)=O)=O